O1[C@H](COC2=C1C=CC=C2)CN2C[C@@H](CCC2)C2=CC=C(C=C2)C(F)(F)F |o1:13| (S*)-1-[(S)-1-(2,3-dihydrobenzo[1,4]dioxin-2-yl)methyl]-3-(4-trifluoromethylphenyl)piperidine